ClC1=NC=C(C=2N1C=NN2)I 5-chloro-8-iodo-[1,2,4]-triazolo[4,3-c]pyrimidine